CC=1C=CC=2N(C[C@H]3N(C2N1)CC[C@H](C3)C(=O)O)C3=CC=C(C=C3)C(F)(F)F (6aS,8R)-2-methyl-5-(4-(trifluoromethyl)phenyl)-6,6a,7,8,9,10-hexahydro-5H-dipyrido[1,2-a:3',2'-e]pyrazine-8-carboxylic acid